N-methyl-N-benzyl-nonylamine CN(CC1=CC=CC=C1)CCCCCCCCC